6-((2S,3R)-2-amino-3-fluorobutyl)-2-(1-(cyclopropylmethyl)-7-methoxy-1H-indol-2-yl)-1-methyl-1,6,7,8-tetrahydro-5H-imidazo[4,5-g]isoquinolin-5-one N[C@@H](CN1C(C=2C=C3C(=CC2CC1)N(C(=N3)C=3N(C1=C(C=CC=C1C3)OC)CC3CC3)C)=O)[C@@H](C)F